N-([1,1'-biphenyl]-4-yl)-9-bromo-N-(4-(naphthalen-2-yl)phenyl)benzo[b]benzo[4,5]thieno[2,3-g]benzofuran-6-amine C1(=CC=C(C=C1)N(C=1C2=C(C3=C(C4=C(O3)C=CC(=C4)Br)C1)C1=C(S2)C=CC=C1)C1=CC=C(C=C1)C1=CC2=CC=CC=C2C=C1)C1=CC=CC=C1